CC1=C(C(=CC(=C1)C(F)(F)F)C)NC1=NC=CC2=C1N=CN2CC(=O)NC 2-(4-((2,6-dimethyl-4-(trifluoromethyl)phenyl)amino)-1H-imidazo[4,5-c]pyridin-1-yl)-N-methylacetamide